[(7alpha,17beta)-17-hydroxy-7-[9-[(4,4,5,5,5-pentafluoropentyl)sulfinyl]nonyl]estra-1,3,5(10)-trien-3-yl]-boronic acid O[C@@H]1[C@]2(C)[C@@H](CC1)[C@@H]1[C@@H](CC=3C=C(C=CC3[C@H]1CC2)B(O)O)CCCCCCCCCS(=O)CCCC(C(F)(F)F)(F)F